C(C)(=O)N1C([C@H](C1)OC1=NN(C=C1NC=O)C)(C)C (S)-N-(3-((1-acetyl-2,2-dimethylazetidin-3-yl)oxy)-1-methyl-1H-pyrazol-4-yl)formamide